4-(3-(azetidin-3-ylsulfonyl)-5-bromophenyl)morpholine TFA salt OC(=O)C(F)(F)F.N1CC(C1)S(=O)(=O)C=1C=C(C=C(C1)Br)N1CCOCC1